1-aminoethyl-3-methylimidazole glycine salt NCC(=O)O.NC(C)C1=NC=CN1C